Cl.NC(C(=O)N1CCN(CC1)C(=O)NC1=NC(N(C=C1)C1=CC=C(C=C1)CCN1CC(CCC1)C(CC)N)=O)(C)C 4-(2-Amino-2-methylpropanoyl)-N-(1-(4-(2-(3-(1-aminopropyl)piperidin-1-yl)ethyl)phenyl)-2-oxo-1,2-dihydropyrimidin-4-yl)piperazine-1-carboxamide hydrochloride salt